Methyl 2-((7-fluoro-3-oxo-1,3-dihydro-2H-pyrrolo[3,4-c]pyridin-2-yl)methyl)benzofuran-7-carboxylate Methyl-5-fluoro-4-methylnicotinate COC(C1=CN=CC(=C1C)F)=O.FC=1C2=C(C=NC1)C(N(C2)CC=2OC1=C(C2)C=CC=C1C(=O)OC)=O